ClC1=CC=C(C=C1)C[C@@H]1CC[C@@H](N1)[C@H](O)C=1C=NC=C(C1)F (R)-{(2R,5S)-5-[(p-chlorophenyl)methyl]-2-pyrrolidinyl}(5-fluoro-3-pyridyl)methanol